(R)-1-((tert-butyldimethylsilyl)oxy)-3-(heptadecyloxy)propan-2-ol [Si](C)(C)(C(C)(C)C)OC[C@@H](COCCCCCCCCCCCCCCCCC)O